CC1(CCC(CC1)C)CCC=O 3-(1,4-Dimethylcyclohexyl)-propanal